C(C)(C)(C)OC(C#CCC)O (tert-butoxy)-2-pentyn-1-ol